N1=CN=C(C=C1)C1C(C1)C(=O)O 2-pyrimidin-4-ylcyclopropanecarboxylic acid